1-bicyclobutanecarbonitrile C1(CCC1)(C1CCC1)C#N